2-methylpropanat CC(C(=O)[O-])C